C(C=C)(=O)[C].[Cr].[Ni] nickel-chromium alloyl-carbon